tert-butyl (4-(1-benzyl-1H-tetrazol-5-yl)phenyl)((5-cyclohexylpyridin-2-yl)methyl)carbamate C(C1=CC=CC=C1)N1N=NN=C1C1=CC=C(C=C1)N(C(OC(C)(C)C)=O)CC1=NC=C(C=C1)C1CCCCC1